CN(C(CN(C(=O)Cl)C)=O)C (2-(dimethylamino)-2-oxoethyl)(methyl)carbamoyl chloride